(S)-1'-(6-amino-5-((2-amino-3-chloropyridin-4-yl)thio)pyrazin-2-yl)-5,6-dimethoxy-1,3-dihydrospiro[indene-2,4'-piperidin]-1-amine NC1=C(N=CC(=N1)N1CCC2(CC1)[C@@H](C1=CC(=C(C=C1C2)OC)OC)N)SC2=C(C(=NC=C2)N)Cl